CC(C)(C)OC(=O)N1CC[C@H](C1)N (R)-3-amino-1-N-BOC-pyrrolidine